5-cyclohexylphenylaminocarbonyl-7-oxo-bicyclo[2.2.1]Hept-2-ene C1(CCCCC1)C=1C=CC=C(C1)NC(=O)C12C=CC(CC1)C2=O